(4,7-bis(4-carboxyphenyl)-1H-benzo[d]imidazol-2-yl)-[1,1':3',1''-terphenyl]-4,4''-dicarboxylic acid C(=O)(O)C1=CC=C(C=C1)C1=CC=C(C=2NC(=NC21)C2=C(C=CC(=C2)C(=O)O)C2=CC(=CC=C2)C2=CC=C(C=C2)C(=O)O)C2=CC=C(C=C2)C(=O)O